(R)-2-hydroxy-1-(6-(7-isopropyl-5H-pyrrolo[2,3-b]pyrazin-2-yl)-8-(morpholin-3-yl)-3,4-dihydroisoquinolin-2(1H)-yl)-2-methylpropan-1-one OC(C(=O)N1CC2=C(C=C(C=C2CC1)C=1N=C2C(=NC1)NC=C2C(C)C)[C@H]2NCCOC2)(C)C